[(cyclobutylmethyl)amino]methyl-7,7-dimethyl-5H,6H-cyclopenta[b]pyridine-2-carboxylate C1(CCC1)CNCOC(=O)C1=CC=C2C(=N1)C(CC2)(C)C